FC(C)(C)C=1N(C=CN1)CC1=CC=C(C=C1)C1=C(C=CC(=C1)CC(C)C)S(=O)(=O)NC(OCCCC)=O butyl ((4'-((2-(2-fluoropropan-2-yl)-1H-imidazol-1-yl)methyl)-5-isobutyl-[1,1'-biphenyl]-2-yl)sulfonyl)carbamate